(+-)-7-methyl-2-(morpholin-4-yl)-9-(1-phenylaminoethyl)-pyrido[1,2-a]pyrimidin-4-one CC=1C=C(C=2N(C(C=C(N2)N2CCOCC2)=O)C1)[C@@H](C)NC1=CC=CC=C1 |r|